O1CCC(CCC1)CN1C[C@@H]2[C@H](C1)CC(C2)NC=2N=NC(=CC2)C2=C(C(=CC(=C2)F)F)F (3aR,5s,6aS)-2-(oxepan-4-ylmethyl)-N-(6-(2,3,5-trifluorophenyl)pyridazin-3-yl)octahydrocyclopenta[c]pyrrol-5-amine